O=CC1=CC(OC)=C(O)C=C1 E-Vanillin